CN(C(=O)C=1N=NN(C1)C1=CC=C(C=C1)C)C1=CC=C(C=C1)C N-methyl-N,1-di-p-tolyl-1H-1,2,3-triazole-4-carboxamide